O=C1NC(CCC1N1C(C2=CC=C(C(=C2C1)F)C1CCN(CC1)C(=O)C=1NC2=CC(=CC=C2C1C)C#N)=O)=O 2-(4-(2-(2,6-dioxopiperidin-3-yl)-4-fluoro-1-oxoisoindolin-5-yl)piperidine-1-carbonyl)-3-methyl-1H-indole-6-carbonitrile